(R)-N-(4-(2,2-difluorobenzo[d][1,3]dioxolan-5-yl)-5,6,7,8-tetrahydroisoquinolin-8-yl)propanamide FC1(OC2=C(O1)C=CC(=C2)C2=CN=CC=1[C@@H](CCCC21)NC(CC)=O)F